OC1=CC=C(C=C1)C(=O)OC1CC(CC(C1)OC(=O)C1=CC=C(C=C1)O)OC(=O)C1=CC=C(C=C1)O 1,3,5-tris(4-hydroxyphenyl-carbonyloxy)cyclohexane